dithiocarbamic acid dipotassium salt [K+].[K+].C(N)([S-])=S.C(N)([S-])=S